1,2-Cyclopropanedicarboxylic anhydride C12C(C1)C(=O)OC2=O